C1N(CC2=CC=CC=C12)C(C(=O)O)C1=CC=CC=C1 2-(isoindolin-2-yl)-2-phenylacetic acid